N1CC(C1)CN1CC2(CCN(C2)S(=O)(=O)C2=CC(=C(C=C2)NC2=NN3C=NC(=C(C3=N2)OC(C)C)C=2C=NNC2)F)CC1 N-{4-[7-(azetidin-3-ylmethyl)-2,7-diazaspiro[4.4]nonan-2-ylsulfonyl]-2-fluorophenyl}-8-isopropoxy-7-(1H-pyrazol-4-yl)-[1,2,4]triazolo[1,5-c]pyrimidin-2-amine